C=CC#CC#CC#CC#C\C=C\C (11E)-1,11-tridecadien-3,5,7,9-tetrayne